4-(6-((3R,4S)-4-amino-3-fluoropiperidin-1-yl)pyridin-3-yl)-2-(1-methyl-1H-pyrazol-4-yl)-1-p-toluenesulfonyl-1H-pyrrole N[C@@H]1[C@@H](CN(CC1)C1=CC=C(C=N1)C=1C=C(N(C1)S(=O)(=O)C1=CC=C(C)C=C1)C=1C=NN(C1)C)F